C1(CC1)C(=O)NC1=C(C=CC=C1)B(O)O 2-(CYCLOPROPANECARBOXAMIDO)PHENYLBORONIC ACID